CN(CCCOC(C(CO)O)C(CO)O)C 3-[3-(dimethylamino)propoxy]pentane-1,2,4,5-tetrol